NC1=C2N=C(N(C2=NC=N1)CCCS(=O)(=O)N)SC=1C=C2C(CCC2=CC1I)=O 3-(6-amino-8-((6-iodo-3-oxo-2,3-dihydro-1H-inden-5-yl)thio)-9H-purin-9-yl)propane-1-sulfonamide